trimethyl-[2-[(trimethylsilyl)methyl]-2-propenyl]silane (R)-(2,2-difluorocyclopropyl)methyl-(3-(3,3-difluorocyclobutyl)-4-isopropyl-1-methyl-1H-pyrazol-5-yl)carbamate FC1([C@H](C1)CN(C(O)=O)C1=C(C(=NN1C)C1CC(C1)(F)F)C(C)C)F.C[Si](CC(=C)C[Si](C)(C)C)(C)C